(R)-1-(2-chlorophenyl)ethyl (5-(5-(2,2-difluoro-3-((Z)-N'-hydroxycarbamimidoyl)cyclopropane-1-carboxamido)-6-methylpyridin-2-yl)-3-methylisoxazol-4-yl)carbamate FC1(C(C1/C(/N)=N/O)C(=O)NC=1C=CC(=NC1C)C1=C(C(=NO1)C)NC(O[C@H](C)C1=C(C=CC=C1)Cl)=O)F